C[N+](CCCCCCCCCCCC)(C)[O-] N,N-dimethyldodecane-1-amine N-oxide